4-(2-((6-(4H-1,2,4-triazol-4-yl)-1H-indazol-4-yl)oxy)ethoxy)-N-(3-(oxazol-4-ylmethyl)-5-(trifluoromethoxy)benzyl)butan-1-amine N=1N=CN(C1)C1=CC(=C2C=NNC2=C1)OCCOCCCCNCC1=CC(=CC(=C1)OC(F)(F)F)CC=1N=COC1